N-Vinyl-5-methyl-2-oxazolidinon C(=C)N1C(OC(C1)C)=O